4-{2-[(2-Aminopyridin-4-yl)oxy]ethyl}-1-methylpiperazin-2-one NC1=NC=CC(=C1)OCCN1CC(N(CC1)C)=O